C(C)S(=O)(=O)C1=CC(=C(C=C1)F)F 4-(ethylsulfonyl)-1,2-difluorobenzene